N1=CN=C2N=CNC2=C1 7H-purin